N1=CC=CC2=CC=CC(=C12)C1=NC=CC(=N1)S(=O)(=O)N (quinolin-8-yl)pyrimidine-4-sulfonamide